(R)-1-(3-(3-((4-(4-methylpiperazin-1-yl)phenyl)amino)-1H-pyrazolo[4,3-c]pyridin-1-yl)piperidin-1-yl)prop-2-en-1-one CN1CCN(CC1)C1=CC=C(C=C1)NC1=NN(C2=C1C=NC=C2)[C@H]2CN(CCC2)C(C=C)=O